Tert-butyl (6-(phenylcarbamoyl)-4-(pyridin-2-ylamino)pyridin-2-yl)carbamate C1(=CC=CC=C1)NC(=O)C1=CC(=CC(=N1)NC(OC(C)(C)C)=O)NC1=NC=CC=C1